2-(((3aS,7aS)-3a-(3,4-dimethoxyphenyl)-1-methyl-2,3,3a,4,5,7a-hexahydro-1H-indol-6-yl)oxy)-1,3,2-dioxaphosphocane 2-oxide COC=1C=C(C=CC1OC)[C@@]12CCN([C@H]2C=C(CC1)OP1(OCCCCCO1)=O)C